O=C1N(CC1)S(=O)(=O)[O-] oxoazetidine-N-sulfonate